OC(C1=CC=C(N=N1)C1=C(C=C(C=C1C)C(F)(F)F)O)C1CN(CCC1)C 2-(6-(hydroxy(1-methylpiperidin-3-yl)methyl)pyridazin-3-yl)-3-methyl-5-(trifluoromethyl)phenol